3-chloro-4-(2-(3-(1-cyclopropyl-1H-pyrazol-5-yl)phenoxy)ethoxy)benzonitrile ClC=1C=C(C#N)C=CC1OCCOC1=CC(=CC=C1)C1=CC=NN1C1CC1